SCCC(=O)O.SCCC(=O)O.SCCOCCS 2-mercaptoethylether bis(3-mercaptopropionate)